BrC=1C=CC=C2CN(C(C12)=O)C1C(NC(CC1)=O)=O 7-bromo-2-(2,6-dioxopiperidin-3-yl)-1-oxoisoindoline